10H-phenoxazine-10-carbonyl chloride C1=CC=CC=2OC3=CC=CC=C3N(C12)C(=O)Cl